COCC1=CC=C(C=C1)C1=CC=C(C=C1)NC(C(CC1=CC=CC=C1)(C)C)=O N-(4'-(methoxymethyl)-[1,1'-biphenyl]-4-yl)-2,2-dimethyl-3-phenylpropanamide